4-ethynyl-phenylbutyl-dicyclohexyl-methyl-methanol C(#C)C1=CC=C(C=C1)CCCCOC(C)(C1CCCCC1)C1CCCCC1